2,7-dibromospiro(dibenzo[5,6:7,8]fluoreno[4,3-b]benzofuran-5,9'-fluorene) BrC=1C=CC=2C(=C3C4=C(C=C3C=3C2C2(C5=CC=CC=C5C=5C=CC=CC25)C=C(C3)Br)C=CC3=C4OC4=C3C=CC=C4)C1